C(C)(C)(C)OC(=O)N(C1=CC(=NC=2N1N=CC2C2CCC2)NC[C@@H]2[C@H](CN(CC2)C(=O)OC(C)(C)C)O)C2=CC(=CC=C2)F Tert-Butyl (3R,4R)-4-((7-((tert-butoxycarbonyl)(3-fluorophenyl)amino)-3-cyclobutylpyrazolo[1,5-a]pyrimidin-5-yl)aminomethyl)-3-hydroxypiperidine-1-carboxylate